2-{3-[(3R,5S)-3-cyclopropyl-5-methylpiperazin-1-yl]-1,2,4-triazin-6-yl}-5-(2,6-dimethoxypyrimidin-4-yl)phenol C1(CC1)[C@@H]1CN(C[C@@H](N1)C)C=1N=NC(=CN1)C1=C(C=C(C=C1)C1=NC(=NC(=C1)OC)OC)O